CCCCCCCCCCCCC(=O)OC[C@H](COP(=O)(O)OC[C@@H](C(=O)O)N)OC(=O)CCCCCCC/C=C\CCCCCCCC 1-tridecanoyl-2-(9Z-octadecenoyl)-glycero-3-phosphoserine